tert-butyl ((1R,3S,5R)-3-((5-amino-2-(1-((2-(trimethylsilyl)ethoxy)methyl)-1H-1,2,4-triazol-3-yl)pyridin-4-yl)amino)-5-methoxycyclohexyl)carbamate NC=1C(=CC(=NC1)C1=NN(C=N1)COCC[Si](C)(C)C)N[C@H]1C[C@H](C[C@@H](C1)OC)NC(OC(C)(C)C)=O